2-{5-[(1s,3s)-3-(trifluoromethoxy)cyclobutyl]-1,2,4-oxadiazol-3-yl}piperidine-1-carboxylic acid tert-butyl ester C(C)(C)(C)OC(=O)N1C(CCCC1)C1=NOC(=N1)C1CC(C1)OC(F)(F)F